1-methyl-4,5,6,7-tetrahydro-1H-benzo[d]imidazole-6-carboxylic acid CN1C=NC2=C1CC(CC2)C(=O)O